FC1=C(C=CC(=C1C)F)NC=1C2=C(N=CN1)C=CC(=N2)O[C@@H]2CNCC2 N-(2,4-difluoro-3-methyl-phenyl)-6-[(3S)-pyrrolidin-3-yl]oxy-pyrido[3,2-d]pyrimidin-4-amine